6-(4-(4-((2-(2,6-dioxopiperidin-3-yl)-1,3-dioxoisoindolin-4-ylamino)methyl)benzyl)piperazin-1-yl)picolinonitrile O=C1NC(CCC1N1C(C2=CC=CC(=C2C1=O)NCC1=CC=C(CN2CCN(CC2)C2=CC=CC(=N2)C#N)C=C1)=O)=O